C1(CC1)C1=NC=NC(=C1C=1N=C(C2=C(N1)C=CO2)NCC2=C(C=C(C=C2)C=2N(C=C(N2)C(F)(F)F)C)OC)OC 2-(4-Cyclopropyl-6-methoxypyrimidin-5-yl)-N-(2-methoxy-4-(1-methyl-4-(trifluoromethyl)-1H-imidazol-2-yl)benzyl)furo[3,2-d]pyrimidin-4-amine